3,5-di-tert-butyl-4-hydroxyphenylpropanoic acid C(C)(C)(C)C=1C=C(C=C(C1O)C(C)(C)C)C(C(=O)O)C